5-(4-(dimethylamino)piperidin-1-yl)-2-methyl-N-(1-(1-methyl-2-oxo-1,2-dihydrobenzo[cd]indol-6-yl)cyclopropyl)benzamide CN(C1CCN(CC1)C=1C=CC(=C(C(=O)NC2(CC2)C=2C=3C4=C(C(N(C4=CC2)C)=O)C=CC3)C1)C)C